FC(C=1C=CC(=NC1)C=O)(F)F 5-trifluoromethyl-2-formylpyridine